C(CCCCCCCCCCCCC)(=O)OCCCCCCCCCCCCCCCCCC(C)C isoeicosyl myristate